N-((6-((4-chloro-2-fluorophenyl)amino)-2-morpholinopyrimidin-4-yl)methyl)picolinamide ClC1=CC(=C(C=C1)NC1=CC(=NC(=N1)N1CCOCC1)CNC(C1=NC=CC=C1)=O)F